2-methyl-3-nitro-5-(trifluoromethyl)pyridine tert-butyl-6-[[2-(2,2,2-trifluoroethyl)-5-(trifluoromethyl)pyrazol-3-yl]methyl]-2-azaspiro[3.3]heptane-2-carboxylate C(C)(C)(C)OC(=O)N1CC2(C1)CC(C2)CC=2N(N=C(C2)C(F)(F)F)CC(F)(F)F.CC2=NC=C(C=C2[N+](=O)[O-])C(F)(F)F